tert-butyl-4-(((6-amino-5-(4-phenoxyphenyl)pyrimidin-4-yl)amino)methyl)piperidine-1-carboxylate C(C)(C)(C)OC(=O)N1CCC(CC1)CNC1=NC=NC(=C1C1=CC=C(C=C1)OC1=CC=CC=C1)N